FC(C1CC(NCC1)NC(=O)C1=CC=C(C=C1)N1C=CC=C1)(F)F 1-(4-((4-(trifluoromethyl)piperidine-2-yl)carbamoyl)phenyl)-1H-pyrrole